C1(=CC=CC=C1)C=1C(N(C(C1)=O)CCC1CCOCC1)=O 3-phenyl-1-(2-(tetrahydro-2H-pyran-4-yl)ethyl)-1H-pyrrole-2,5-dione